FC(C=1C=C2C=C(NC2=CC1)C(=O)OCC)(F)F Ethyl 5-(trifluoromethyl)-1H-indole-2-carboxylate